2-((tert-butyldimethylsilyloxy)ethoxy)-4-methoxypiperidine-1-carboxylic acid tert-butyl ester C(C)(C)(C)OC(=O)N1C(CC(CC1)OC)OCCO[Si](C)(C)C(C)(C)C